C(CCCCCCCCCCC)[Sn](CCCCCCCC)(CCCCCCCC)CCCCCCCCCCCC didodecyl-dioctyltin